1-(2-(3-fluoro-4-methylphenyl)-2H-pyrazolo[3,4-d]pyrimidin-4-yl)-N-(4-(methylthio)benzyl)pyrrolidine-3-carboxamide FC=1C=C(C=CC1C)N1N=C2N=CN=C(C2=C1)N1CC(CC1)C(=O)NCC1=CC=C(C=C1)SC